ClC=1N=NC(=CC1C(=O)O)Cl 3,6-Dichloropyridazine-4-carboxylic acid